4-(2-cyclohexyl-1-(p-tolyl)ethyl)pyridine Ethyl-(E)-2-methylhept-2-enoate C(C)OC(\C(=C\CCCC)\C)=O.C1(CCCCC1)CC(C1=CC=C(C=C1)C)C1=CC=NC=C1